o-phenylenedisulfide C=12C(=CC=CC1)SS2